CN1C=NC2=C1C=C(C=C2)C2=CC(=C(N=N2)NC2C[C@@H]1[C@@H](CN(C1)CC1=NC=CC=C1)C2)C(F)(F)F (3aR,5s,6aS)-N-(6-(1-methyl-1H-benzo[d]imidazol-6-yl)-4-(trifluoromethyl)pyridazin-3-yl)-2-(pyridin-2-ylmethyl)octahydro-cyclopenta[c]pyrrol-5-amine